1-(4-methylphenyl)-5-phenyl-4,5-dihydro-1H-pyrazole-3-carboxylic acid ethyl ester C(C)OC(=O)C1=NN(C(C1)C1=CC=CC=C1)C1=CC=C(C=C1)C